C(C)C1=C(C=C(C=C1)C(C(CC(=O)OC(C)(C)C)=O)(C)C)I Tert-butyl 4-(4-ethyl-3-iodophenyl)-4-methyl-3-oxopentanoate